tert-butyl (2S,6R)-2-[(benzyloxy)methyl]-6-methoxy-1,4-oxazocane-4-carboxylate C(C1=CC=CC=C1)OC[C@H]1OCC[C@H](CN(C1)C(=O)OC(C)(C)C)OC